C(C)(C)(C)OC(=O)N1C(C2=C(CC1)NC(=C2NC2=CC=CC=C2)C2=NC=C(C=C2)Br)=O tert-Butyl-2-(5-bromopyridin-2-yl)-4-oxo-3-(phenylamino)-1,4,6,7-tetrahydro-5H-pyrrolo[3,2-c]pyridine-5-carboxylate